3-((methylsulfonyl)oxy)pyrrole-1-carboxylic acid tert-butyl ester C(C)(C)(C)OC(=O)N1C=C(C=C1)OS(=O)(=O)C